bromo-2,5-difluoro-N-(3-hydroxypropyl)-N-methylbenzenesulfonamide BrC=1C(=C(C=C(C1)F)S(=O)(=O)N(C)CCCO)F